C(#N)C1=C(N=C2N(C1=O)C=C(C=C2[C@@H](C)NC2=C(C(=O)O)C=CC=C2)C)N2CC1=NC=CC=C1C2 (R)-2-((1-(3-cyano-2-(5,7-dihydro-6H-pyrrolo[3,4-b]pyridin-6-yl)-7-methyl-4-oxo-4H-pyrido[1,2-a]pyrimidin-9-yl)ethyl)amino)benzoic acid